ClC1=NC2=NC(=CN=C2C(=N1)[C@@H]1C[C@@H](C1)C(F)(F)F)C 2-chloro-7-methyl-4-(cis-3-(trifluoromethyl)cyclobutyl)pteridine